3-cyclopropylbenzamide C1(CC1)C=1C=C(C(=O)N)C=CC1